C(C)C=1C=C2CC(CC2=CC1CC)NC[C@H](O)C1=C2C=CC(NC2=C(C=C1)O)=O 5-[(R)-2-(5,6-diethylindan-2-ylamino)-1-hydroxyethyl]-8-hydroxy-1H-quinolin-2-one